4-{[(6-Chloropyridin-3-yl)methyl](4-fluoro-3-methylbenzyl)amino}furan ClC1=CC=C(C=N1)CN(C=1C=COC1)CC1=CC(=C(C=C1)F)C